(2R)-1-(1H-tetrazol-1-yl)propan-2-ol N1(N=NN=C1)C[C@@H](C)O